NC1=NC(=NN1C)C1=C2C=CC(=NC2=CC=C1)C(=O)O 5-(5-amino-1-methyl-1H-1,2,4-triazol-3-yl)quinoline-2-carboxylic acid